C(C)(=O)NC=1SC=C(C1C(=O)O)C 2-acetamido-4-methylthiophene-3-carboxylic acid